3a,4,5,6,7,7a-hexahydro-1H-pyrazolo[3,4-c]pyridine N1N=CC2C1CNCC2